N1N=C(C2=CC=CC=C12)C=1C(NC=CC1)=O AZAINDOLYLPYRIDON